5-butyl-5-ethyl-2-(2,4,6-tri-tert-butyl-phenoxy)-1,3,2-dioxaphosphirane C(CCC)C1(C(C=C(C(OP2OO2)=C1C(C)(C)C)C(C)(C)C)C(C)(C)C)CC